(S)-2-(chloromethyl)-1-(oxetan-2-ylmethyl)-1H-benzo[d]Imidazole-6-carboxylic acid methyl ester COC(=O)C=1C=CC2=C(N(C(=N2)CCl)C[C@H]2OCC2)C1